(5-fluoro-2-(2H-1,2,3-triazol-2-yl)phenyl)((3aS,7aR)-Octahydro-5H-pyrrolo[3,4-c]pyridin-5-yl)methanone FC=1C=CC(=C(C1)C(=O)N1C[C@H]2[C@@H](CC1)CNC2)N2N=CC=N2